(S)-(2,3-bis((t-butyldimethylsilyl)oxy)propyl)carbamic acid tert-butyl ester C(C)(C)(C)OC(NC[C@@H](CO[Si](C)(C)C(C)(C)C)O[Si](C)(C)C(C)(C)C)=O